CN(C)CC1CCN(CC1)CC1=CC(=C(C(=C1)O)N1CC(NS1(=O)=O)=O)F 5-[4-[[4-[(dimethylamino)methyl]-1-piperidyl]methyl]-2-fluoro-6-hydroxy-phenyl]-1,1-dioxo-1,2,5-thiadiazolidin-3-one